2-methylpyridine trisodium [Na].[Na].[Na].CC1=NC=CC=C1